1-(2-((1S,4aS,4bS,6aR,8R,10aS,10bS,12aS)-10a-ethyl-8-hydroxy-8,12a-dimethyloctadecahydrochrysen-1-yl)-2-oxoethyl)-1H-pyrazole-4-carbonitrile C(C)[C@]12CC[C@@](C[C@H]1CC[C@H]1[C@@H]3CCC[C@@H]([C@]3(CC[C@H]21)C)C(CN2N=CC(=C2)C#N)=O)(C)O